C(C)OC(=O)N1C2COCC1CC(C2)N2CCC(CC2)C=2C(NC=CC2)=O 7-[4-(2-oxo-1,2-dihydropyridin-3-yl)piperidin-1-yl]-3-oxa-9-azabicyclo[3.3.1]nonane-9-carboxylic acid ethyl ester